COC(CC(C(=O)C1=CC(=C(C(=C1)F)OC)Cl)C)=O 4-(3-chloro-5-fluoro-4-methoxyphenyl)-3-methyl-4-oxobutanoic acid methyl ester